FC1=C(C=CC=C1C(F)(F)F)CCNC=1C=CC(=C(C(=O)O)C1)O 5-[2-(2-fluorotrifluoromethyl-phenyl)-ethylamino]-2-hydroxy-benzoic acid